N-(tert-butyl)-2-((2-(4-(2-(dimethylamino)ethoxy)pyridin-2-yl)-7-hydroxy-6,7-dihydro-5H-cyclopenta[d]pyrimidin-4-yl)(methyl)amino)acetamide C(C)(C)(C)NC(CN(C)C=1C2=C(N=C(N1)C1=NC=CC(=C1)OCCN(C)C)C(CC2)O)=O